azapropene N=CC